C(C)(C)(C)OC(=O)N1CCC(=CCC1)C1=CC(=C(C=C1)OC)C(=O)OC 4-(4-methoxy-3-(methoxycarbonyl)phenyl)-2,3,6,7-tetrahydro-1H-azepine-1-carboxylic acid tert-butyl ester